N-(2-(2-carbonyl-1,2-dihydropyridin-3-yl)propan-2-yl)acetamide C(=O)=C1NC=CC=C1C(C)(C)NC(C)=O